BrC1=C(C=CC=C1Cl)O 2-bromo-3-chloro-phenol